6-chloro-N-(5-vinyl-3,6-difluoropyridin-2-yl)-1H-indole-3-sulfonamide ClC1=CC=C2C(=CNC2=C1)S(=O)(=O)NC1=NC(=C(C=C1F)C=C)F